FC(F)CC(=O)N(N)C1=CC=C(C=C1)OC difluoromethyl-N-(p-methoxyphenyl)acethydrazide